OC=1C=C(C=CC1O)C1=CC(OC2=C(C(=CC=C12)OCCF)O)=O 4-(3,4-dihydroxyphenyl)-7-(2-fluoroethoxy)-8-hydroxy-2H-chromen-2-one